Cl[Si](C1C(=C(C(=C1C)C)C)C)(C)C chlorodimethyl(2,3,4,5-tetramethylcyclopenta-2,4-dien-1-yl)silane